methyl 3-[[2-(3,4-difluoro-2-methoxy-phenoxy)-5-(trifluoromethyl)pyridine-3-carbonyl]amino]bicyclo[1.1.1]pentane-1-carboxylate FC=1C(=C(OC2=NC=C(C=C2C(=O)NC23CC(C2)(C3)C(=O)OC)C(F)(F)F)C=CC1F)OC